CC1=NN=C(S1)NC(=O)C1=NN2C(C(N(CC2)CC2=C(C=CC=C2)Cl)=O)=C1C1CC1 5-(2-Chlorobenzyl)-3-cyclopropyl-4-oxo-4,5,6,7-tetrahydropyrazolo[1,5-a]pyrazine-2-carboxylic acid (5-methyl-[1,3,4]thiadiazol-2-yl) amide